OCC1CCC(CC1)N1N=C2C=C(C(=CC2=C1)N1C(C=CC=C1C(F)(F)F)C(=O)N)OC(F)(F)F 1-N-[2-[4-(hydroxymethyl)cyclohexyl]-6-(trifluoromethoxy)indazol-5-yl]-6-(trifluoromethyl)pyridine-2-carboxamide